Dl-N-(4-Methoxyphenyl)quinolin-4-amine COC1=CC=C(C=C1)NC1=CC=NC2=CC=CC=C12